2-[(6-amino-9H-purin-9-yl)methyl]-6-bromo-3-phenyl-4H-chromen-4-one NC1=C2N=CN(C2=NC=N1)CC=1OC2=CC=C(C=C2C(C1C1=CC=CC=C1)=O)Br